IC=1N(C=2C=CC=C(C2C1)N[C@@H]1[C@H](COCC1)OC)CC(F)(F)F 2-iodo-N-((3R,4S)-3-methoxytetrahydro-2H-pyran-4-yl)-1-(2,2,2-trifluoroethyl)-1H-indol-4-amine